ClC1=CC=C(C=C1)C1CCC(CC1)C1=C(C(C2=CC=CC=C2C1=O)=O)OCCCCCCCCCCCCCC(=O)O 14-((3-((1r,4r)-4-(4-chlorophenyl)cyclohexyl)-1,4-dioxo-1,4-dihydronaphthalen-2-yl)oxy)tetradecanoic acid